1-((2R,5S)-5-(hydroxymethyl)-2,5-dihydrofuran-2-yl)-5-methylpyrimidine OC[C@@H]1C=C[C@@H](O1)N1CN=CC(=C1)C